2-hydroxy-1-(4-sulfonylphenyl-azo)naphthalene OC1=C(C2=CC=CC=C2C=C1)N=NC1=CCC(C=C1)=S(=O)=O